COC(=O)C=1C=C2C=CC(=NC2=CC1)N1CCC12CCOCC2 2-(7-Oxa-1-azaspiro[3.5]non-1-yl)quinoline-6-carboxylic acid methyl ester